FC=1C(=NC=C(C1)C(F)(F)F)N1CCN(CC1)C(CCCC1=NNC(C2=CC=CC=C12)=O)=O 4-(4-(4-(3-fluoro-5-(trifluoromethyl)pyridin-2-yl)piperazin-1-yl)-4-oxobutyl)phthalazin-1(2H)-one